1-(2-Deoxy-β-D-threo-pentofuranosyl)thymine [C@@H]1(C[C@@H](O)[C@H](O1)CO)N1C(=O)NC(=O)C(C)=C1